(3-(4-Fluorophenyl)-1H-pyrazol-4-yl)furo[2,3-d]pyrimidine FC1=CC=C(C=C1)C1=NNC=C1C=1N=CC2=C(N1)OC=C2